CC/C=C\\C/C=C\\C/C=C\\C/C=C\\C/C=C\\CCCCCCCCCCCCCCCCCCCCCC(=O)SCCNC(=O)CCNC(=O)[C@@H](C(C)(C)COP(=O)([O-])OP(=O)([O-])OC[C@@H]1[C@H]([C@H]([C@@H](O1)N2C=NC3=C(N=CN=C32)N)O)OP(=O)([O-])[O-])O The molecule is a polyunsaturated fatty acyl-CoA(4-) obtained by deprotonation of the phosphate and diphosphate OH groups of (23Z,26Z,29Z,32Z,35Z)-octatriacontapentaenoyl-CoA; major species at pH 7.3. It is a polyunsaturated fatty acyl-CoA(4-) and a 3-substituted propionyl-CoA(4-). It is a conjugate base of a (23Z,26Z,29Z,32Z,35Z)-octatriacontapentaenoyl-CoA.